ClC1=C(C=CC=C1)N1CCN(C2=CC=CC=C12)C(C(C)N1CCCC1)=O 1-(4-(2-chlorophenyl)-3,4-dihydroquinoxaline-1(2H)-yl)-2-(pyrrolidin-1-yl)propan-1-one